C(C)C1=NC=2C(=NC=C(C2)N[C@@H](C)C=2C=C(C=CC2)NC(C2=CN=CC(=C2)C)=O)N1 (S)-N-(3-(1-((2-ethyl-3H-imidazo[4,5-b]pyridin-6-yl)amino)ethyl)phenyl)-5-methylnicotinamide